ClC1=C(C=C(NC=2C(C(C2OCC)=O)=O)C=C1)S(=O)(=O)C(F)(F)F 3-[4-chloro-3-(trifluoromethylsulfonyl)anilino]-4-ethoxy-cyclobut-3-ene-1,2-dione